NC1=CC(=C(C(=O)N)C=C1)S(N(C)C)(=O)=O 4-amino-2-(N,N-dimethylsulfamoyl)benzamide